2-[2-bromo-4-cyclopropyl-6-(difluoromethyl)phenyl]-6-ethoxy-2,5-dihydro-4H-pyrazolo[3,4-d]pyrimidin-4-one BrC1=C(C(=CC(=C1)C1CC1)C(F)F)N1N=C2N=C(NC(C2=C1)=O)OCC